methyl [3-bromo-4-({(1r,3r)-3-[(tert-butoxycarbonyl)amino]cyclobutyl}methoxy)phenyl]acetate BrC=1C=C(C=CC1OCC1CC(C1)NC(=O)OC(C)(C)C)CC(=O)OC